C(N)(=O)NC(C(C)OCCCCCCCCCCCCCCCCCC)OCCCCCCCCCCCCCCCCCC carbamoyl-1,2-distearyloxy-propylamine